CS(=O)(=O)OC1=C(C(=CC=C1)Cl)C1CC(=NO1)C=1N=C(SC1)C1CCN(CC1)C(CN1N=C(C=C1C(F)F)C(F)F)=O 2-[3-[2-(1-[[3,5-bis(difluoromethyl)-1H-pyrazol-1-yl]-acetyl]piperidin-4-yl)1,3-thiazol-4-yl]-4,5-dihydro-1,2-oxazol-5-yl]-3-chlorophenyl methane-sulfonate